(S)-2'-(1H-1,3-benzodiazol-2-yl)-6'-chloro-4-{[(1S)-2-(morpholin-4-yl)-1-phenylethyl]carbamoyl}-[1,1'-biphenyl]-2-carboxylic acid N1C(=NC2=C1C=CC=C2)C2=C(C(=CC=C2)Cl)C=2C(=CC(=CC2)C(N[C@H](CN2CCOCC2)C2=CC=CC=C2)=O)C(=O)O